C(C)(C)(C)OC(=O)N1CCC(CC1)C(C)N1CC(C1)C=1C=C(C=2N(C1)C(=NC2F)C)C2=C(C=C(C=C2)F)C(N(C(C)C)CC)=O 4-{1-[3-(8-{2-[ethyl(isopropyl)carbamoyl]-4-fluorophenyl}-1-fluoro-3-methylimidazo[1,5-a]pyridin-6-yl)azetidin-1-yl]ethyl}piperidine-1-carboxylic acid tert-butyl ester